C(C)OC([C@H](F)ON1[C@@H]2C(=C[C@H](N(C1=O)C2)C(N)=O)C)=O (2S)-2-(((2S,5R)-2-carbamoyl-4-methyl-7-oxo-1,6-diazabicyclo[3.2.1]Oct-3-en-6-yl)oxy)-2-fluoroacetic acid ethyl ester